(2S,4R)-4-hydroxy-2-(hydroxymethyl)pyrrolidine-1-carboxylic acid tert-butyl ester C(C)(C)(C)OC(=O)N1[C@@H](C[C@H](C1)O)CO